NC=1C2=C(N=C(N1)C)C=CC(=N2)C=2C=C(C=CC2C)C#C[C@]2(C(N(CC2)C)=O)O (R)-3-((3-(4-Amino-2-methylpyrido[3,2-d]pyrimidin-6-yl)-4-methylphenyl)ethynyl)-3-hydroxy-1-methylpyrrolidin-2-one